3-fluoro-N-(4-((8-fluoro-3-(benzenesulfonyl)-7-(o-tolyl)pyrrolo[3,2-e]indazol-6(3H)-yl)methyl)phenethyl)propan-1-amine FCCCNCCC1=CC=C(C=C1)CN1C(=C(C=2C=3C=NN(C3C=CC21)S(=O)(=O)C2=CC=CC=C2)F)C2=C(C=CC=C2)C